8,11,14,17-eicosatetraenoic acid C(CCCCCCC=CCC=CCC=CCC=CCC)(=O)O